C(C)(C)(C)OC(=O)N1CC[C@H](C2=CC=CC=C12)N1C(N(C2=NC(=NC=C2C1)NC1=CC=C(C=C1)N1CCN(CC1)C)C)=O (4R)-4-[1-methyl-7-[4-(4-methylpiperazin-1-yl)anilino]-2-oxo-4H-pyrimido[4,5-d]pyrimidin-3-yl]-3,4-dihydro-2H-quinoline-1-carboxylic acid tert-butyl ester